N1(CC1)CCNS(=O)(=O)C=1C=C(C(=O)N(CCC)CCC)C=CC1Br 3-(N-(2-(aziridine-1-yl)ethyl)sulfamoyl)-4-bromo-N,N-dipropylbenzamide